S-acetylaminomethyl-cysteine C(C)(=O)NCSC[C@H](N)C(=O)O